C1(=CC=C(C=C1)S(=O)(=O)N1C=CC2=CC=C(C=C12)CN)C [1-(p-tolylsulfonyl)indol-6-yl]methylamine